N-(1-(2-methyl-3-((6-(1-methyl-1H-pyrazol-4-yl)pyrazolo[1,5-a]pyrazin-4-yl)oxy)phenyl)ethyl)acrylamide CC1=C(C=CC=C1OC=1C=2N(C=C(N1)C=1C=NN(C1)C)N=CC2)C(C)NC(C=C)=O